(R)-3-(5-((R)-2,3-dihydroxypropoxy)pyrimidin-2-yl)-1,2,3,4,4a,5-Hexahydrobenzo[b]pyrazine O[C@@H](COC=1C=NC(=NC1)[C@@H]1NC2C(NC1)=CC=CC2)CO